4-(5-(3-((2-(3-carboxypropanoyl)-4-chloro-6-methoxyisoindolin-5-yl)oxy)propoxy)-4-fluoro-6-methoxyisoindolin-2-yl)-4-oxobutanoic acid C(=O)(O)CCC(=O)N1CC2=CC(=C(C(=C2C1)Cl)OCCCOC=1C(=C2CN(CC2=CC1OC)C(CCC(=O)O)=O)F)OC